6-tert-butyl-4-[3-(2,4,8,10-tetra-tert-butyldibenzo[d,f][1,3,2]dioxaphosphepin-6-yloxy)propyl]-2-methylphenol C(C)(C)(C)C1=CC(=CC(=C1O)C)CCCOP1OC2=C(C3=C(O1)C(=CC(=C3)C(C)(C)C)C(C)(C)C)C=C(C=C2C(C)(C)C)C(C)(C)C